tert-butyl (S)-2-(((S)-2-(4-(benzo[d]thiazol-2-yl)-2-fluorophenyl)-1-cyanoethyl)carbamoyl)-1,4-oxazepane-4-carboxylate S1C(=NC2=C1C=CC=C2)C2=CC(=C(C=C2)C[C@@H](C#N)NC(=O)[C@H]2OCCCN(C2)C(=O)OC(C)(C)C)F